FC1=C(OC2=CC(=NC=C2)NC(=O)C2CC2)C=CC(=C1)[N+](=O)[O-] N-[4-(2-fluoro-4-nitrophenoxy)-2-pyridinyl]cyclopropylcarboxamide